tert-Butyl 5-amino-5-oxo-4-(1-oxo-4-(4,4,5,5-tetramethyl-1,3,2-dioxaborolan-2-yl)isoindolin-2-yl)pentanoate NC(C(CCC(=O)OC(C)(C)C)N1C(C2=CC=CC(=C2C1)B1OC(C(O1)(C)C)(C)C)=O)=O